C1=C(C=CC2=CC=CC=C12)COC(=O)[C@@H]1CC12CC2 (R)-spiro[2.2]pentane-1-carboxylic acid naphthalen-2-ylmethyl ester